5-chloro-2-methyl-4-[3-(trifluoromethyl)-7,8-dihydro-5H-1,6-naphthyridin-6-yl]quinazoline ClC1=C2C(=NC(=NC2=CC=C1)C)N1CC=2C=C(C=NC2CC1)C(F)(F)F